5'-(difluoromethyl)-2'-methoxy-5-methyl-[1,1'-biphenyl]-2-carboxamide FC(C=1C=CC(=C(C1)C=1C(=CC=C(C1)C)C(=O)N)OC)F